C(C)(SCC(CO[Si](C1=CC=CC=C1)(C1=CC=CC=C1)C(C)(C)C)C1=CC=C(C=C1)F)=O S-(3-((tert-butyldiphenylsilyl)oxy)-2-(4-fluorophenyl)propyl) ethanethioate